O1CCC(CC1)C=1C=C(C=CC1)NC1=CC2=C(C=N1)C=C(N2COCC[Si](C)(C)C)C2=CC(=NC=C2)C#N 4-(6-((3-(tetrahydro-2H-pyran-4-yl)phenyl)amino)-1-((2-(trimethyl-silyl)ethoxy)methyl)-1H-pyrrolo[3,2-c]pyridin-2-yl)picolinonitrile